FC(COC=C)(OC=C)F 1,1-difluoroethylene-di(oxyethylene)